5-(4-(3-(4-(3-(4-chloro-3-cyclopropyl-1H-pyrrolo[2,3-b]pyridin-5-yl)phenyl)-3-oxopiperazin-1-yl)propoxy)piperidin-1-yl)-2-(2,6-dioxopiperidin-3-yl)-6-fluoroisoindoline-1,3-dione ClC1=C2C(=NC=C1C=1C=C(C=CC1)N1C(CN(CC1)CCCOC1CCN(CC1)C=1C=C3C(N(C(C3=CC1F)=O)C1C(NC(CC1)=O)=O)=O)=O)NC=C2C2CC2